C(C)(C)C1=C(C(=CC(=C1)C(C)C)C(C)C)C=CSC=CC1=C(C=C(C=C1C(C)C)C(C)C)C(C)C 2,4,6-triisopropylphenylvinyl sulfide